C(C)(C)(C)OC(=O)N1CCC(CC1)C1=CC=CC(=N1)OCC1=CC(=C(C(=O)O)C=C1)OC 4-(((6-(1-(tert-butoxycarbonyl)piperidin-4-yl)pyridin-2-yl)oxy)-methyl)-2-methoxybenzoic acid